FC([C@@H]1N(CCC1)C(=O)C=1N=C2N(N1)[C@H](C[C@H]2F)C2=CC=CC=C2)F |r| [rac-(2R)-2-(difluoromethyl)pyrrolidin-1-yl]-[rac-(5R,7R)-7-fluoro-5-phenyl-6,7-dihydro-5H-pyrrolo[1,2-b][1,2,4]triazol-2-yl]methanone